(S)-N-(4-((3-((1-ethoxy-propan-2-yl)amino)-1H-pyrazolo[3,4-b]pyridin-4-yl)oxy)-3-fluorophenyl)-2-(4-fluorophenyl)-3-oxo-2,3-dihydro-pyridazine-4-carboxamide C(C)OC[C@H](C)NC1=NNC2=NC=CC(=C21)OC2=C(C=C(C=C2)NC(=O)C=2C(N(N=CC2)C2=CC=C(C=C2)F)=O)F